C(C)(=O)NC1=NC=CC(=C1)C1=CC(=NC(=N1)N(C)C)C=1C=C(C=CC1C)C1=C(C(=O)N)C=CN=C1C(F)(F)F (3-(6-(2-acetamidopyridin-4-yl)-2-(dimethylamino)pyrimidin-4-yl)-4-methylphenyl)-2-(trifluoromethyl)isonicotinamide